C(C)(C)OCCOCC1=CC=C(OCC2CN(C(O2)=O)C(C)C)C=C1 5-((4-((2-isopropoxyethoxy)methyl)phenoxy)methyl)-3-isopropyloxazolidin-2-one